5-(3-(4-(4-amino-3-(4-(2-fluorophenoxy)phenyl)-1H-pyrazolo[3,4-d]pyrimidin-1-yl)-[1,4'-bipiperidin]-1'-yl)azetidin-1-yl)-2-(2,6-dioxapiperidin-3-yl)isoindoline-1,3-dione NC1=C2C(=NC=N1)N(N=C2C2=CC=C(C=C2)OC2=C(C=CC=C2)F)C2CCN(CC2)C2CCN(CC2)C2CN(C2)C=2C=C1C(N(C(C1=CC2)=O)C2ONOCC2)=O